C(C)(C)(C)OC(N(C1CCC(CC1)(F)F)CCCC=1OC(=NN1)C1=C(C=CC(=C1)C)S(=O)(=O)Cl)=O.CN(C(C=C)=O)C1=C(C=C(C(=C1)OC)OC)C#N N-methyl-N-(2-cyano-4,5-dimethoxyphenyl)acrylamide tert-Butyl-(3-(5-(2-(chlorosulfonyl)-5-methylphenyl)-1,3,4-oxadiazol-2-yl)propyl)(4,4-difluorocyclohexyl)carbamate